(Z)-N-methyl-N-Phenyl-8-(prop-1-en-1-yl)-[1,2,4]triazolo[4,3-a]quinazolin-5-amine CN(C1=NC=2N(C3=CC(=CC=C13)\C=C/C)C=NN2)C2=CC=CC=C2